N-[5-chloro-4-[[(7-oxo-5-propyl-4H-[1,2,4]triazolo[1,5-a]pyrimidin-2-yl)amino]methyl]-2-pyridyl]isoxazole-3-carboxamide ClC=1C(=CC(=NC1)NC(=O)C1=NOC=C1)CNC1=NN2C(NC(=CC2=O)CCC)=N1